2-chloro-4-[[5-[3-(difluoromethyl)-1,2,4-oxadiazol-5-yl]-4-[[(1S)-2-hydroxy-1-phenyl-ethyl]amino]pyrimidin-2-yl]amino]-N-methyl-benzamide ClC1=C(C(=O)NC)C=CC(=C1)NC1=NC=C(C(=N1)N[C@H](CO)C1=CC=CC=C1)C1=NC(=NO1)C(F)F